1-(3-(4-chloro-3-(2,2-difluoroethyl)-1H-pyrrolo[2,3-b]pyridin-5-yl)phenyl)-4-((3-(dimethylamino)propyl)sulfonyl)piperazin-2-one ClC1=C2C(=NC=C1C=1C=C(C=CC1)N1C(CN(CC1)S(=O)(=O)CCCN(C)C)=O)NC=C2CC(F)F